Morpholinophenylaminohexanone O1CCN(CC1)C(C(CCCC)=O)NC1=CC=CC=C1